C(CC(C)C)NC1=NC(=NC(=N1)N(C1=CC=CC=C1)C=1OC2=C(N1)C=CC=C2)NCCC(C)C bis-isopentyl-benzoxazolylphenyl-melamine